C(C)N1C(C2=CC=C(C=C2C1)B1OC(C(O1)(C)C)(C)C)=O 2-Ethyl-5-(4,4,5,5-tetramethyl-1,3,2-dioxaborolan-2-yl)isoindolin-1-one